4-(N,N'-diglycidyl-2-piperazinyl)-epoxypropoxybenzene C(C1CO1)N1C(CN(CC1)CC1CO1)C=1C(=C2C(=CC1)O2)OCCC